Biazulene C1(=CC=C2C=CC=CC=C12)C1=CC=C2C=CC=CC=C12